4-(Methylcyclohexyl)aminobutan CC1(CCCCC1)NCCCC